ClC1=C(C=C(C=C1)C=1N(C(=C(C(C1C(=O)OC)=O)I)CN1N=C(C=C1)C(F)(F)F)CC)F methyl 2-(4-chloro-3-fluoro-phenyl)-1-ethyl-5-iodo-4-oxo-6-[[3-(trifluoromethyl) pyrazol-1-yl]methyl]pyridine-3-carboxylate